3-(1-oxo-4-piperazin-1-yl-isoindolin-2-yl)piperidine-2,6-dione O=C1N(CC2=C(C=CC=C12)N1CCNCC1)C1C(NC(CC1)=O)=O